4-Chloro-6-(isopropyl-(methyl)amino)-2,3-dihydro-1H-pyrrolo[3,4-c]pyridin-1-one ClC1=NC(=CC2=C1CNC2=O)N(C)C(C)C